NC=1C(NC2=C3C=CC=NC3=C(C=C2C1C1=C2C=NNC2=CC=C1)C1CC1)=O 3-Amino-6-cyclopropyl-4-(1H-indazol-4-yl)-1H-1,7-phenanthrolin-2-one